ClC1=C(C(=O)NC2=CC=C(C=C2)C(\C=C\C2=CC=C(C=C2)N(C)CCO)=O)C(=CC=C1C)F 2-Chloro-6-fluoro-N-[4-[(E)-3-[4-[2-hydroxyethyl(methyl)amino]phenyl]prop-2-enoyl]phenyl]-3-methylbenzamide